2H-chromone O1CCC(C2=CC=CC=C12)=O